C(C(=C)C)(=O)OCCCCCCCCCCC[Si](OC)(OC)OC 11-methacryloyloxyundecyltrimethoxysilane